(R)-(5-(1-(difluoromethyl)-1H-pyrazol-3-yl)-1,3,4-oxadiazol-2-yl)(4-(7-methylpyrazolo[1,5-a]pyridin-2-yl)-6,7-dihydro-1H-imidazo[4,5-c]pyridin-5(4H)-yl)methanone FC(N1N=C(C=C1)C1=NN=C(O1)C(=O)N1[C@H](C2=C(CC1)NC=N2)C2=NN1C(C=CC=C1C)=C2)F